N-(2-((2,5-dichloropyrimidin-4-yl)amino)-6-methylphenyl)-N-methylmethanesulfonamide ClC1=NC=C(C(=N1)NC1=C(C(=CC=C1)C)N(S(=O)(=O)C)C)Cl